thiazolo[5,4-c]pyridine-4-carboxylic acid N1=CSC=2C(=NC=CC21)C(=O)O